C(#N)C=1C2=C(N(N=C2C=C(C1)C=1C=NN(C1)CC1(CCC1)O)C)C1=CC(=C(C(=O)N[C@H]2C(C2)(F)F)C(=C1)OC)OC(F)F 4-[4-cyano-6-[1-[(1-hydroxycyclobutyl)methyl]pyrazol-4-yl]-2-methylindazol-3-yl]-N-[(1R)-2,2-difluorocyclopropyl]-2-(difluoromethoxy)-6-methoxybenzamide